ClC1=C(C(=CC=C1)CN(C1(CCNCC1)C)C)C1(CCCC1)C(=O)O 1-(2-chloro-6-((methyl-(4-methylpiperidin-4-yl)amino)methyl)phenyl)cyclopentane-1-carboxylic acid